CC(C(=O)OCCCCCCOC1=CC=C(C(=O)O)C=C1)=C 4-[6-(2-methylprop-2-enoyloxy)hexyloxy]benzoic acid